The molecule is a 4-oxo monocarboxylic acid anion that is 2,3-dihydro-3-oxo tautomer of 3-hydroxyanthranilate and results from the removal of a proton from the carboxylic acid group of 2,3-dihydro-3-oxoanthranilic acid. It is a 4-oxo monocarboxylic acid anion and an oxo monocarboxylic acid anion. It is a conjugate base of a 2,3-dihydro-3-oxoanthranilic acid. It is a tautomer of a 3-hydroxyanthranilate. C1=CC(=O)C(C(=C1)C(=O)[O-])N